NC([C@H](CO)NC(=O)C1=C(OC2=C1C=C(C=C2)OCC2=C(C=CC=C2)Cl)C)=O (S)-N-(1-Amino-3-hydroxy-1-oxopropan-2-yl)-5-((2-chlorobenzyl)oxy)-2-methylbenzofuran-3-carboxamide